NCC1=CC=C(C=C1)NC(=O)C1=CC2=C(OCCC3=C2SC=C3)C=C1C=1C(=NC(=CC1)C(NCC)=O)C(=O)OC methyl 3-(9-((4-(aminomethyl)phenyl)carbamoyl)-4,5-dihydrobenzo[b]thieno[2,3-d]oxepin-8-yl)-6-(ethylcarbamoyl)picolinate